C(C)(C)(C)OC(=O)N1C=CC2=C(C(=CC(=C12)C)[C@H]1C(C1)(F)F)CN1[C@@H](CC2(CC(C2)(F)F)CC1)C1=CC=C(C=C1)C(=O)OC 4-(((S)-2,2-difluoro-6-(4-(methoxycarbonyl)phenyl)-7-azaspiro[3.5]non-7-yl)methyl)-5-((S)-2,2-difluorocyclopropyl)-7-methyl-1H-indole-1-carboxylic acid tert-butyl ester